N-((5-chloro-6-(isoxazol-3-ylmethoxy)-1H-indol-2-yl)methyl)pyrrolidine-1-carboxamide ClC=1C=C2C=C(NC2=CC1OCC1=NOC=C1)CNC(=O)N1CCCC1